1-((1S,3R)-3-((4-(1-(2,2-difluoroethyl)-1H-pyrazol-4-yl)-5-(trifluoromethyl)pyrimidin-2-yl)amino)cyclohexyl)-1H-imidazo[4,5-c]pyridine-7-carbonitrile FC(CN1N=CC(=C1)C1=NC(=NC=C1C(F)(F)F)N[C@H]1C[C@H](CCC1)N1C=NC=2C=NC=C(C21)C#N)F